2-cyano-3-(4-(7,7-dimethylindeno[2,1-b]carbazol-5(7H)-yl)phenyl)acrylic acid C(#N)C(C(=O)O)=CC1=CC=C(C=C1)N1C2=CC=CC=C2C=2C=C3C(=CC12)C(C1=CC=CC=C13)(C)C